2-{[(αR)-6-(4-tert-butoxymethyl-2,5-dioxoimidazolidin-1-yl)spiro[3.3]-heptan-2-yl]oxy}-pyridine-3-carboxamide C(C)(C)(C)OCC1NC(N(C1=O)C1CC2(CC(C2)OC2=NC=CC=C2C(=O)N)C1)=O